(S)-2-(4-(5-((4-amino-2-(pentan-2-ylamino)imidazo[2,1-f][1,2,4]triazin-7-yl)methyl)-3-methylpyridin-2-yl)piperazin-1-yl)ethan-1-ol NC1=NC(=NN2C1=NC=C2CC=2C=C(C(=NC2)N2CCN(CC2)CCO)C)N[C@@H](C)CCC